C(C)(CC)NC=1C2=C(N=C(N1)N[C@@H]1OC3=C(C1)C(=CC=C3)C(=O)N3CCOCC3)NC=C2C#N (R)-4-(sec-butylamino)-2-((4-(morpholine-4-carbonyl)-2,3-dihydrobenzo-furan-yl)amino)-7H-pyrrolo[2,3-d]pyrimidine-5-carbonitrile